CN(C=1C=C2CN(C(C2=CC1)=O)C1C(NC(CC1)=O)=O)[C@H]1CC=CC[C@H]1NC 3-(5-(methyl((1S,6R)-6-(methylamino)cyclohex-3-en-1-yl)amino)-1-oxoisoindolin-2-yl)piperidine-2,6-dione